NC=1C2=C(N=CN1)C(=NC(=C2)NC)C=2C(=C(C=CC2C)O)C racemic-3-(4-amino-6-(methylamino)pyrido[3,4-d]pyrimidin-8-yl)-2,4-dimethylphenol